dioleylamine C(CCCCCCC\C=C/CCCCCCCC)NCCCCCCCC\C=C/CCCCCCCC